D-N-Boc-allo-isoleucine C(=O)(OC(C)(C)C)N[C@H]([C@H](C)CC)C(=O)O